(2,6-dimethylphenyl)methylamine CC1=C(C(=CC=C1)C)CN